C(CCC)NCCN N-butylethane-1,2-diamine